C[C@H]1COCCOCCN2C=CC(C3=NNC=4C=CC(O1)=CC34)=N2 (13S)-13-methyl-8,11,14-trioxa-5,19,20,23-tetraazatetracyclo[13.5.2.12,5.018,21]tricosa-1(20),2(23),3,15(22),16,18(21)-hexaene